COC(CCN(C1CN(C1)C(=O)OC(C)(C)C)C)=O tert-butyl 3-((3-methoxy-3-oxopropyl)(methyl)amino)azetidine-1-carboxylate